C(C1=CC=CC=C1)N1C(C=2N=C(N=C(C2CC1)Cl)Cl)(C)C 7-benzyl-2,4-dichloro-8,8-dimethyl-5,6,7,8-tetrahydropyrido[3,4-d]pyrimidine